N[C@@H]1C[C@H](CC1)NC1=CC=C(C=N1)C=1C(N(C=C(C1)C(=O)OC)C)=O Methyl 6'-(((1S,3S)-3-aminocyclopentyl) amino)-1-methyl-2-oxo-1,2-dihydro-[3,3'-bipyridine]-5-carboxylate